C(C=C)C1(C(C(C(=O)O)(C=C(C1C(=O)O)C(=O)O)CC=C)(C(=O)O)CC=C)CC=C.C(C=1C(C(=O)OCC=C)=CC(C(=O)OCC=C)=C(C(=O)OCC=C)C1)(=O)OCC=C tetraallyl pyromellitate (TETRAALLYL PYROMELLITATE)